C(C1=CC=CC=C1)C1C(CCC1)OC(=O)N[C@H](C(=O)N[C@H](C(=O)OC)C[C@H]1C(NCC1)=O)CC(C)C methyl (2S)-2-((2S)-2-((((2-benzylcyclopentyl)oxy)carbonyl)amino)-4-methylpentanamido)-3-((S)-2-oxopyrrolidin-3-yl)propanoate